The molecule is a monocarboxylic acid anion that is the conjugate base of biotin sulfoxide; major species at pH 7.3. It derives from a biotinate. It is a conjugate base of a biotin sulfoxide. C1[C@H]2[C@@H]([C@@H](S1=O)CCCCC(=O)[O-])NC(=O)N2